7-((4-(2-trifluoromethyl-6-(methylcarbamoyl)pyridin-3-yl)piperazin-1-yl)methyl)-9-fluoro-3,5-dihydrofuro[3,4-c]quinolin-4(1H)-one FC(C1=NC(=CC=C1N1CCN(CC1)CC=1C=C(C=2C3=C(C(NC2C1)=O)COC3)F)C(NC)=O)(F)F